(1R,3S,4R)-N-((S)-1-cyano-2-((S)-2-oxopyrrolidin-3-yl)ethyl)-5,5-difluoro-2-((S)-2-hydroxy-2-phenylpropanoyl)-2-azabicyclo[2.2.2]octane-3-carboxamide C(#N)[C@H](C[C@H]1C(NCC1)=O)NC(=O)[C@H]1N([C@H]2CC([C@@H]1CC2)(F)F)C([C@](C)(C2=CC=CC=C2)O)=O